NCC1=CC=C(CN2C(NC3=C2C=CC=C3)=O)C=C1 (4-(aminomethyl)benzyl)-1,3-dihydro-2H-benzo[D]imidazol-2-one